N-(β-aminoethyl)ethanolamine tert-butyl-4-chloro-5-methyl-5,6-dihydropyrido[4',3':4,5]thieno[2,3-d]pyrimidine-7(8H)-carboxylate C(C)(C)(C)C=1N=C(C2=C(N1)SC1=C2C(CN(C1)C(=O)OCCNCCN)C)Cl